N-(2-chloro-4-fluorophenyl)acetamide ClC1=C(C=CC(=C1)F)NC(C)=O